9-(4-(2H-1,2,3-triazol-2-yl)benzyl)-2-(2-isopropylphenyl)-7,9-dihydro-8H-purin-8-one N=1N(N=CC1)C1=CC=C(CN2C3=NC(=NC=C3NC2=O)C2=C(C=CC=C2)C(C)C)C=C1